3-(6-((2R,4R)-4-((5-cyclopropyl-3-(2-(trifluoromethoxy)phenyl)isoxazol-4-yl)methoxy)-2-methylpiperidin-1-yl)pyridin-3-yl)-1,2,4-oxadiazol-5(4H)-one C1(CC1)C1=C(C(=NO1)C1=C(C=CC=C1)OC(F)(F)F)CO[C@H]1C[C@H](N(CC1)C1=CC=C(C=N1)C1=NOC(N1)=O)C